FC1=CC=CC2=C1N=C(O2)[C@H]2N(CCC1=C2N=CN1)C(=O)C=1C=NN2C1C=CC(=C2)C (S)-(4-(4-fluorobenzo[d]oxazol-2-yl)-6,7-dihydro-1H-imidazo[4,5-c]pyridin-5(4H)-yl)(6-methylpyrazolo[1,5-a]pyridin-3-yl)methanone